CNC[C@H]1N(CCC1)C(=O)OC1=C(C(=O)O)C=CC(=N1)C(F)(F)F (S)-2-(2-((methylamino)methyl)pyrrolidinyl)formyloxy-6-trifluoromethyl-nicotinic acid